2',4'-dichloro-4-{[2-(dimethylamino)propoxy]carbonyl}-[1,1'-biphenyl] ClC1=C(C=CC(=C1)Cl)C1=CC=C(C=C1)C(=O)OCC(C)N(C)C